N-[(1S)-1-[[2-chloro-5-[2-[(3S)-3-methylpiperazin-1-yl]-4-pyridyl]phenyl]methyl]-2-[4-(3-methylimidazol-4-yl)anilino]-2-oxo-ethyl]-2-methyl-pyrazole-3-carboxamide ClC1=C(C=C(C=C1)C1=CC(=NC=C1)N1C[C@@H](NCC1)C)C[C@@H](C(=O)NC1=CC=C(C=C1)C=1N(C=NC1)C)NC(=O)C=1N(N=CC1)C